1-benzyl-N-[4-methyl-2-[(E)-3-morpholinoprop-1-enyl]-5-oxo-7,8-dihydro-6H-pyrazolo[1,5-a][1,3]diazepin-6-yl]-1,2,4-triazole-3-carboxamide C(C1=CC=CC=C1)N1N=C(N=C1)C(=O)NC1C(N(C=2N(CC1)N=C(C2)\C=C\CN2CCOCC2)C)=O